O-(6-amino-1,3-dimethyl-2-oxo-2,3-dihydro-1H-benzo[d]imidazol-5-yl)-N-(tert-butoxycarbonyl)-L-serine methyl ester COC([C@@H](NC(=O)OC(C)(C)C)COC1=CC2=C(N(C(N2C)=O)C)C=C1N)=O